(3-((1H-tetrazol-5-yl)methyl)bicyclo[1.1.1]pent-1-yl)(5-(3,5-difluorophenyl)-4,5-dihydro-1H-pyrazol-1-yl)methanone N1N=NN=C1CC12CC(C1)(C2)C(=O)N2N=CCC2C2=CC(=CC(=C2)F)F